ClC=1C=CC(=NC1)COC1=NN=C(S1)C1=NC=CC(=C1C1=C(C=CC=C1)OC)C(=O)N [5-[(5-chloropyridin-2-yl)methoxy]-1,3,4-thiadiazol-2-yl]-3-(2-methoxyphenyl)pyridine-4-carboxamide